O1C(OCC1)C=1C=CC(=NC1)C1=CC=C(C=C1)B1OC(C(O1)(C)C)(C)C 5-(1,3-dioxolan-2-yl)-2-[4-(4,4,5,5-tetramethyl-1,3,2-dioxaborolan-2-yl)phenyl]pyridine